8-chloro-7-[(2-methyl-3H-benzimidazol-5-yl)oxy]-2-[1-[(1,2,2-trimethyl-4-piperidyl)methyl]pyrazol-4-yl]quinoxaline ClC=1C(=CC=C2N=CC(=NC12)C=1C=NN(C1)CC1CC(N(CC1)C)(C)C)OC1=CC2=C(N=C(N2)C)C=C1